C(CCCCC)OCC(COCC(CO)O)O 3-(3-hexyloxy-2-hydroxy-propoxy)-propane-1,2-diol